O[C@H](CC1=CC(=NC=N1)N1C=NC=C1)C 3-(6-((S)-2-hydroxypropyl)pyrimidin-4-yl)imidazole